6-dimethylamino-4-hydroxynaphthalene-2-carboxylic acid methyl ester COC(=O)C1=CC2=CC=C(C=C2C(=C1)O)N(C)C